N(=[N+]=[N-])[C@H]1[C@@H](O[C@@H]([C@H]([C@@H]1OCC1=CC=CC=C1)OCC1=CC=CC=C1)COCC1=CC=CC=C1)O[C@H]1[C@H](C(O)O[C@@H]1COC1=CC=C(C=C1)OC)OCC1=CC=CC=C1 3-O-(2-azido-3,4,6-tri-O-benzyl-2-deoxy-β-D-glucopyranosyl)-2-O-benzyl-5-O-(4-methoxyphenyl)-D-ribofuranose